C(C)(C)C=1C(=CC(=NC1)[C@@H](N[S@](=O)C(C)(C)C)C1=CC=CC=C1)C (R)-N-((S)-(5-isopropyl-4-methylpyridin-2-yl)(phenyl)methyl)-2-methylpropan-2-sulfinamide